3-((4-(2-hydroxyethyl)piperazin-1-yl)sulfonyl)-N-(6-(1-methyl-1H-pyrazol-4-yl)isoquinolin-3-yl)benzamide Ethylenebis(2-Bromoisobutyrate) C(CCC(C(=O)O)(C)Br)CC(C(=O)O)(C)Br.OCCN1CCN(CC1)S(=O)(=O)C=1C=C(C(=O)NC=2N=CC3=CC=C(C=C3C2)C=2C=NN(C2)C)C=CC1